OCCOC1=C(C=C(C=C1C)C=1OC(C(C1)=O)C)C 2-(4-(2-hydroxyethoxy)-3,5-dimethylphenyl)-5-methyl-4-oxo-4,5-dihydrofuran